C(C)(C)C1=C(NC2=CC=C(C=C12)C1CCNCC1)C=1C=CC=2N(N1)C=NN2 6-(3-isopropyl-5-(piperidin-4-yl)-1H-indol-2-yl)-[1,2,4]triazolo[4,3-b]pyridazine